FC(C=1SC=2N=CN=C(C2N1)O[C@@H]1C[C@@H](N(C1)CC1=CN=C(S1)NC(C)=O)C)F N-(5-(((2S,4R)-4-((2-(difluoromethyl)thiazolo[5,4-d]pyrimidin-7-yl)oxy)-2-methylpyrrolidin-1-yl)methyl)thiazol-2-yl)acetamide